ClC=1C(=C(C=CC1Cl)NC=1C2=C(N=CN1)C=NC(=C2)N2CNCCC2)F N-(3,4-dichloro-2-fluoro-phenyl)-6-hexahydropyrimidin-1-yl-pyrido[3,4-d]pyrimidin-4-amine